(R)-6-(2-(3-chlorophenyl)-2-hydroxyacetyl)-2-(1-(3-(prop-1-en-2-yl)phenyl)cyclopropyl)-3,5,6,7,8,9-hexahydro-4H-pyrimido[5,4-c]azepin-4-one ClC=1C=C(C=CC1)[C@H](C(=O)N1CC2=C(CCC1)N=C(NC2=O)C2(CC2)C2=CC(=CC=C2)C(=C)C)O